[Ga].[In].[Ag].CC=1C(=CC=2C(CC(C(C2C1)(C)C)C)(C)C)C(C)=O 1-(3,5,5,6,8,8-hexamethyl-5,6,7,8-tetrahydro-2-naphthyl)ethan-1-one silver indium gallium